FC1=C(C(=O)NCC(=O)N[C@@H](CC(C)C)B2OC(C(O2)(CC(=O)O)CC(=O)O)=O)C=C(C=C1)Br (R)-2,2'-(2-(1-(2-(2-fluoro-5-bromo-benzoylamino)acetylamino)-3-methylbutyl)-5-oxo-1,3,2-dioxaborolan-4,4-diyl)diacetic acid